C(C)(=O)OC=1C(=NC(=CC1)C=1N=NN(C1COC1=NC=CC(=N1)C1CCC1)C)CC 1-(6-(5-(((4-cyclobutylpyrimidin-2-yl) oxy) methyl)-1-methyl-1H-1,2,3-triazol-4-yl)-2-ethylpyridin-3-yl) acetate